ClC1=NC=C(C(=C1)NC1=CC(=NC(=C1)C)C(C)(F)F)C1=NN(C=C1)C N-(2-chloro-5-(1-methyl-1H-pyrazol-3-yl)pyridin-4-yl)-2-(1,1-difluoroethyl)-6-methylpyridin-4-amine